NC=1C=C(C=CC1O)C(C)(CC(C)C)C1=CC(=C(C=C1)O)N 2,2-bis(3-amino-4-hydroxyphenyl)-4-methylpentane